2-((4S)-6-(4-chlorophenyl)-1-methyl-4H-benzo[f][1,2,4]triazolo[4,3-a][1,4]diazepin-4-yl)-N-ethylacetamide ClC1=CC=C(C=C1)C1=N[C@H](C=2N(C3=C1C=CC=C3)C(=NN2)C)CC(=O)NCC